C(#N)C=1C(C([C@@H]2CC[C@]3([C@@]4(CC[C@@]5(CCC(C[C@H]5[C@H]4C(C=C3[C@]2(C1)C)=O)(C)C)CC(C(=O)N)(F)F)C)C)(C)C)=O ((4aS,6aR,6bS,8aR,12aS,14aR,14bS)-11-cyano-2,2,6a,6b,9,9,12a-heptamethyl-10,14-dioxo-1,2,3,4,4a,5,6,6a,6b,7,8,8a,9,10,12a,14,14a,14b-octadecahydropicen-4a-yl)-2,2-difluoropropanamide